FC(=C1C[C@H]2[C@@H]([C@@H]([C@H]1C2)C2(CC(=CC=C2OC)C2=CC(=CC=C2F)C(=O)N)C(=O)N)C(=O)NCC2(CCC2)C)F 3-((1R,2R,3S,4S)-6-(difluoromethylene)-3-(((1-methylcyclobutyl)methyl)aminocarbonyl)bicyclo[2.2.1]hept-2-yl)-6'-fluoro-4-methoxy-[1,1'-biphenyl]-3,3'-dicarboxamide